S1C(=NC=C1)CC 1-(thiazol-2-yl)ethane